3-(5-fluoro-1-methyl-6-(piperazin-1-yl)-1H-indazol-3-yl)piperidine-2,6-dione FC=1C=C2C(=NN(C2=CC1N1CCNCC1)C)C1C(NC(CC1)=O)=O